Methyl 4-(2-oxoethyl)tetrahydro-2H-thiopyran-4-carboxylate 1,1-dioxide O=CCC1(CCS(CC1)(=O)=O)C(=O)OC